3-phenyl-5-(pyridin-4-yl)pyrazin-2-amine C1(=CC=CC=C1)C=1C(=NC=C(N1)C1=CC=NC=C1)N